4-(1H-imidazol-4-ylsulfonyl)morpholin N1C=NC(=C1)S(=O)(=O)N1CCOCC1